COC(=O)C1=NC=NN1CCOC(F)F.CC=1C=C(C(=O)NC2=C(C(=NN2C)C(F)(F)F)Cl)C=CC1 3-methyl-N-(4-chloro-1-methyl-3-(trifluoromethyl)-1H-pyrazol-5-yl)benzamide Methyl-1-(2-(difluoromethoxy)ethyl)-1H-1,2,4-triazole-5-carboxylate